C1(=CC(=CC=C1)C(=O)O)C.[Zn] Zinc m-toluic acid